O(C1=CC=C(C=C1)C=1NC2=CC(=CC=C2C1)C#N)C1=CC=C(C=C1)C=1NC2=CC(=CC=C2C1)C#N 2,2'-(oxybis(4,1-phenylene))bis(1H-indole-6-carbonitrile)